FC=1C=C(C=CC1)COC1CN(C1)C(=O)C1=C(OC=2N=CN=C(C21)NC2(CC2)C)C 5-{3-[(3-fluorophenyl)methoxy]azetidine-1-carbonyl}-6-methyl-N-(1-methylcyclopropyl)furo[2,3-d]pyrimidin-4-amine